5-(1-methyl-1H-pyrrolo[2,3-b]pyridin-3-yl)-1H-pyrrole CN1C=C(C=2C1=NC=CC2)C2=CC=CN2